N1N=CC2=CC(=CC=C12)NC1=NC(=NC=C1)C1=CC=C2C=C(NC2=C1)C(=O)NC1CCN(CC1)C1=C(C=NC=C1)Cl 6-(4-((1H-indazol-5-yl)amino)-pyrimidin-2-yl)-N-(1-(3-chloropyridin-4-yl)piperidin-4-yl)-1H-indole-2-carboxamide